ClC=1C(=C(C(=CC1)N1N=NN=C1)C1=CC(N2[C@@H](CC[C@@H]2C1)C=1NC(=CN1)C1=C(C(=NC=C1)C(=O)OC)F)=O)F Methyl 4-[2-[(3S,8aR)-7-[3-chloro-2-fluoro-6-(tetrazol-1-yl)phenyl]-5-oxo-2,3,8,8a-tetrahydro-1H-indolizin-3-yl]-1H-imidazol-5-yl]-3-fluoro-pyridine-2-carboxylate